4,4-bis((3-ethyl-3-oxetanyl)methyl)biphenyl C(C)C1(COC1)CC1(CC=C(C=C1)C1=CC=CC=C1)CC1(COC1)CC